O\N=C/1\CCC2=CC(=CC=C12)C=1C(=NN(C1)CCO)C1=CC=NC=C1 2-[4-[(1Z)-1-hydroxyimino-2,3-dihydroinden-5-yl]-3-pyridin-4-ylpyrazol-1-yl]ethanol